(S)-2-(1-(difluoromethyl)-1H-pyrazole-5-carboxamido)-4-((2-ethoxyethyl)(4-(5,6,7,8-tetrahydro-1,8-naphthyridin-2-yl)butyl)amino)butanoic acid FC(N1N=CC=C1C(=O)N[C@H](C(=O)O)CCN(CCCCC1=NC=2NCCCC2C=C1)CCOCC)F